(E)-8-ethoxy-7-methyl-8-oxooct-6-enoic acid C(C)OC(/C(=C/CCCCC(=O)O)/C)=O